1-(4-phenylpiperidin-4-yl)ethan-1-one C1(=CC=CC=C1)C1(CCNCC1)C(C)=O